3-hydroxy-α-methylphenylglycine OC=1C=C(C(N)(C(=O)O)C)C=CC1